(S)-2-(6-(methylthio)-4-oxobenzo[d][1,2,3]triazin-3(4H)-yl)-N-(1-(4-(trifluoromethoxy)phenyl)ethyl)acetamide CSC1=CC2=C(N=NN(C2=O)CC(=O)N[C@@H](C)C2=CC=C(C=C2)OC(F)(F)F)C=C1